C(C)C(C(=O)[O-])CCCC.C(CCCCCCC)N1C=[N+](C=C1)CC(CCCC)CC 1-octyl-3-(2-ethylhexyl)imidazolium 2-Ethylhexanoate